FC1(CC(C1)C#CC1=NN=C(S1)CO)F [5-[2-(3,3-difluorocyclobutyl)ethynyl]-1,3,4-thiadiazol-2-yl]methanol